[5-(trifluoromethyl)-1H-pyrazol-3-yl]carboxamide FC(C1=CC(=NN1)C(=O)N)(F)F